4-(aminomethyl)-1-(3-(2-amino-5-methylpyridin-4-yl)-1H-pyrazolo[3,4-b]pyrazin-6-yl)-4-methylpiperidine NCC1(CCN(CC1)C1=CN=C2C(=N1)NN=C2C2=CC(=NC=C2C)N)C